BrC1=CN=C2N1C=C(C=C2)C(=O)N(CC#C)C2=CC=C(C=C2)Cl 3-bromo-N-(4-chlorophenyl)-N-prop-2-ynyl-imidazo[1,2-a]pyridine-6-carboxamide